3,3-diphenylPropionamide dihydrochloride Cl.Cl.C1(=CC=CC=C1)C(CC(=O)N)C1=CC=CC=C1